1-methyl-N-[4-[4-(1-methyl-4-piperidyl)phenoxy]-6-(o-tolyl)-5-(trifluoromethyl)pyrimidin-2-yl]pyrazole-4-sulfonamide CN1N=CC(=C1)S(=O)(=O)NC1=NC(=C(C(=N1)OC1=CC=C(C=C1)C1CCN(CC1)C)C(F)(F)F)C1=C(C=CC=C1)C